N-[(1R,3S)-3-{[6-chloro-2-(trifluoromethyl)quinolin-4-yl]amino}cyclohexyl]-3-(propane-2-sulfonylamino)benzamide ClC=1C=C2C(=CC(=NC2=CC1)C(F)(F)F)N[C@@H]1C[C@@H](CCC1)NC(C1=CC(=CC=C1)NS(=O)(=O)C(C)C)=O